NC1=CC(=C(C=O)C=C1)N 4-amino-o-aminobenzaldehyde